CN1C(=NC(=C1)C(F)(F)F)C1=C(C=C(C=C1)CB1OC(C(O1)(C)C)(C)C)C 1-methyl-2-[2-methyl-4-[(4,4,5,5-tetramethyl-1,3,2-dioxaborolan-2-yl)methyl]phenyl]-4-(trifluoromethyl)imidazole